ClC=1C=C(C=C(C1)Cl)C1(CC(=NO1)C1=CC=C(C=C1)C(=O)N1C=CC2=C(C=CC=C12)[N+](=O)[O-])C(F)(F)F (4-(5-(3,5-dichlorophenyl)-5-(trifluoromethyl)-4,5-dihydroisoxazol-3-yl)phenyl)(4-nitro-1H-indol-1-yl)methanone